COC(C=C)=O.CCC Propane methyl-acrylate